4-(4-(3-ethoxyazetidin-1-yl)piperidin-1-yl)-2-methoxy-5-methylaniline C(C)OC1CN(C1)C1CCN(CC1)C1=CC(=C(N)C=C1C)OC